C(C)C(CC)C(C=CC=CC=C)O 3-ethyldec-5,7,9-trien-4-ol